(2-Chloro-4-fluoro-phenyl)-[8-[2-(methoxymethoxy)-3-methyl-phenyl]-3,8-diazabicyclo[3.2.1]octane-3-yl]methanone ClC1=C(C=CC(=C1)F)C(=O)N1CC2CCC(C1)N2C2=C(C(=CC=C2)C)OCOC